[Si+4].[Cu-]=O.[Cu-]=O.[Cu-]=O.[Cu-]=O cuprous oxide silicon